6-(4-(4-((2-(2,6-dioxopiperidin-3-yl)-4-fluoro-1-oxoisoindolin-5-yl)methyl)piperazin-1-yl)piperidin-1-yl)-2-(4-phenoxyphenyl)nicotinamide O=C1NC(CCC1N1C(C2=CC=C(C(=C2C1)F)CN1CCN(CC1)C1CCN(CC1)C1=NC(=C(C(=O)N)C=C1)C1=CC=C(C=C1)OC1=CC=CC=C1)=O)=O